BrC=1C=C(SC1)CNC(OC1=CC=CC=C1)=O phenyl ((4-bromothiophen-2-yl)methyl)carbamate